adipic acid diammonium salt [NH4+].[NH4+].C(CCCCC(=O)[O-])(=O)[O-]